COC(=O)C1CCN(CC1)[C@@H]1CCC2=CC(=CC=C12)OCC1=CC(=CC=C1)C(F)(F)F |r| Racemic-1-(5-((3-(trifluoromethyl)benzyl)oxy)-2,3-dihydro-1H-inden-1-yl)piperidine-4-carboxylic acid methyl ester